FC(C(=O)O)(F)F.O1NN=CC1=O oxadiazol-5-one, trifluoroacetate salt